N-((2-aminocyclopropyl)methyl)-2-ethyl-4-((3-(3-(trifluoromethyl)-1H-pyrazol-4-yl)imidazo[1,2-a]pyrazin-8-yl)amino)benzamide formate C(=O)O.NC1C(C1)CNC(C1=C(C=C(C=C1)NC=1C=2N(C=CN1)C(=CN2)C=2C(=NNC2)C(F)(F)F)CC)=O